The molecule is a medium-chain fatty acid anion that is the conjugate base of nonanoic acid that in methyl ester form has significant nematicidal activity. It has a role as a plant metabolite. It is a straight-chain saturated fatty acid anion and a medium-chain fatty acid anion. It is a conjugate base of a nonanoic acid. CCCCCCCCC(=O)[O-]